FC=1C=C(COC=2C=C3N(C(N2)=O)CC2N3CCC2)C=CC1OC=1C=NN(C1)C 3-((3-fluoro-4-((1-methyl-1H-pyrazol-4-yl)oxy)benzyl)oxy)-7,8,8a,9-tetrahydropyrrolo[1',2':3,4]imidazo[1,2-c]pyrimidin-1(6H)-one